C1(=CC=CC=C1)C=1C(C2=CC=CC=C2C1)[Gd]C1C(=CC2=CC=CC=C12)C1=CC=CC=C1 bis(2-phenylindenyl)gadolinium